CC1(CC1)OC=1C=C2C(=NNC2=CC1)C1=CC(=NC=C1)N1CC2(C1)CN(C2)CC2CCN(CC2)N2C(C1=CC=CC=C1C2=O)=O [4-[[2-[4-[5-(1-methylcyclopropoxy)-1H-indazol-3-yl]-2-pyridinyl]-2,6-diazaspiro[3.3]hept-6-yl]methyl]-1-piperidinyl]isoindoline-1,3-dione